N-(4-chlorophenyl)-4-[5-[2-(2-hydroxyethyl)-2,7-diazaspiro[3.5]nonan-7-yl]-2,4,6-trioxo-hexahydropyrimidin-5-yl]benzamide ClC1=CC=C(C=C1)NC(C1=CC=C(C=C1)C1(C(NC(NC1=O)=O)=O)N1CCC2(CN(C2)CCO)CC1)=O